isopropyl trans-N-[4-[5-[2-(ethyl sulfamoyl)-4-[(5-isopropylpyrazin-2-yl)amino]phenyl]thiazol-2-yl]cyclohexyl]carbamate C(C)NS(=O)(=O)C1=C(C=CC(=C1)NC1=NC=C(N=C1)C(C)C)C1=CN=C(S1)[C@@H]1CC[C@H](CC1)NC(OC(C)C)=O